FC=1C=C(C=CC1OC1=CC=NC2=CC(=C(N=C12)OC)C)NC(=O)C=1C(=NC(=C(C1O)C1=C(C=C(C=C1)F)C)C)C N-[3-Fluoro-4-[(6-methoxy-7-methyl-1,5-naphthyridin-4-yl)oxy]phenyl]-5-(4-fluoro-2-methylphenyl)-4-hydroxy-2,6-dimethylpyridine-3-carboxamide